3-(trifluoromethoxy)pyridine-2-carboxamide FC(OC=1C(=NC=CC1)C(=O)N)(F)F